(5-cyclopropylpyrazin-2-yl)methanamine C1(CC1)C=1N=CC(=NC1)CN